1-(2,4-diphenyl-1-(p-tolyl)-1H-imidazol-5-yl)ethane-1-one C1(=CC=CC=C1)C=1N(C(=C(N1)C1=CC=CC=C1)C(C)=O)C1=CC=C(C=C1)C